C1(CC1)C1=NNC=C1C1=NC(=CC=C1)[N+](=O)[O-] 2-(3-cyclopropyl-1H-pyrazol-4-yl)-6-nitropyridine